Cl.[N+](=O)([O-])C=1C=NN(C1)[C@H]1CNCC1 (R)-4-nitro-1-(pyrrolidin-3-yl)-1H-pyrazole hydrochloride